C(C=1C(C(=O)OCC)=CC(C(=O)OCC)=CC1)(=O)OCC triethyl trimellitate